[N-](C#N)C#N.C(CCC)N1CN(C=2N(C(N(C)C(C12)=O)=O)C)C 7-butyl-9-methyl-theophylline dicyanamide salt